6-(1-((1-(difluoromethyl)-5-methyl-1H-pyrazol-4-yl)sulfonyl)piperidin-4-yl)-8-fluoro-7-methyl-[1,2,4]triazolo[1,5-a]pyridine FC(N1N=CC(=C1C)S(=O)(=O)N1CCC(CC1)C=1C(=C(C=2N(C1)N=CN2)F)C)F